FC1=CC=C(C=C1)CC(=O)NC1=NC=CC(=C1)C1=C(C=2C(N(C=C(C2N1)CC(F)(F)F)C)=O)NC1=C(C=CC=C1)C 2-(4-fluorophenyl)-N-{4-[5-methyl-3-(2-methylanilino)-4-oxo-7-(2,2,2-trifluoroethyl)-4,5-dihydro-1H-pyrrolo[3,2-c]pyridin-2-yl]pyridin-2-yl}acetamide